6-[7-(1,1-difluoroethyl)-3-ethylsulfonyl-imidazo[1,2-a]pyridin-2-yl]-3-(trifluoromethyl)-7H-pyrrolo[3,4-b]pyridin-5-one FC(C)(F)C1=CC=2N(C=C1)C(=C(N2)N2CC1=NC=C(C=C1C2=O)C(F)(F)F)S(=O)(=O)CC